2-methyl-7-(7-{5H,6H,7H,8H,9H-[1,2,4]triazolo[4,3-a]azepin-3-yl}-2,3-dihydro-1,4-benzoxazin-4-yl)-[1,2,4]triazolo[4,3-a]pyridin-3-one CN1N=C2N(C=CC(=C2)N2CCOC3=C2C=CC(=C3)C3=NN=C2N3CCCCC2)C1=O